1,3-diethyl-2-methylimidazole C(C)N1C(N(C=C1)CC)C